[Cl-].[Cl-].C1(=CC=C(C=C1)[Si](=[Zr+2](C1=C(C=CC=2C3=CC=C(C=C3CC12)C(C)(C)C)C(C)(C)C)C1C=CC=C1)C1=CC=C(C=C1)C)C di(p-tolyl)silylene(cyclopentadienyl)(2,7-di-t-butylfluorenyl)zirconium dichloride